C1(CCCCC1)C(C(=O)N)(C)C cyclohexyl-2-methylpropanamide